N-[(3R)-1-{5-(difluoromethyl)-5-[3-(2,6-difluorophenyl)-5-fluoropyridin-2-yl]-4,5-dihydro-1,2-oxazol-3-yl}-4,4-difluoropyrrolidin-3-yl]methanesulfonamide FC(C1(CC(=NO1)N1C[C@H](C(C1)(F)F)NS(=O)(=O)C)C1=NC=C(C=C1C1=C(C=CC=C1F)F)F)F